CC1=CC=C(C=C1)S(=O)(=O)OC(CF)([2H])[2H] (1,1-dideuterio-2-fluoro-ethyl) 4-methylbenzenesulfonate